2-bromo-6-tert-butylsulfanyl-3-methyl-benzaldehyde oxime BrC1=C(C=NO)C(=CC=C1C)SC(C)(C)C